Cl.Cl.N1=C(N=CC=C1)N1N=CN=C1C(C)N 1-{1-(pyrimidin-2-yl)-1H-1,2,4-triazol-5-yl}ethan-1-amine dihydrochloride